1-FORMYL-CYCLOHEXANECARBOXYLIC ACID METHYL ESTER COC(=O)C1(CCCCC1)C=O